[Ca].OCC(O)CO glycerin Calcium